C(C)(C)(C)OC(=O)NC1=CC=2N(C=C1)N=CC2C(=O)O 5-{[(tert-butoxy)carbonyl]amino}pyrazolo[1,5-a]pyridine-3-carboxylic acid